7'-fluoro-1',3'-dimethyl-1'H-spiro[benzo[e]indole-1,5'-pyrimido[4,5-b]quinoline]-2,2',4'(3H,3'H,10'H)-trione FC=1C=C2C3(C4=C(NC2=CC1)N(C(N(C4=O)C)=O)C)C(NC=4C=CC1=C(C43)C=CC=C1)=O